The molecule is an organic heteroheptacyclic compound isolated from the bark of Indonesian Garcinia gaudichaudii and exhibits cytotoxic activity. It has a role as a metabolite and an antineoplastic agent. It is a bridged compound, a cyclic ether, a cyclic ketone, an organic heteroheptacyclic compound and an oxo monocarboxylic acid. CC1=CC2=C(C=C1)C(OC3=C(C4=C(C(=O)C5C([C@H]6C[C@H]7[C@]5(O4)[C@@](C6=O)(OC7(C)C)C/C=C(\\C)/C(=O)O)OC)C(=C23)O)C(C)(C)C=C)(C)C